3-amino-2,3-dideoxy-D-fucose N[C@H](CC=O)[C@@H](O)[C@H](O)C